NC1=NC=2C=C(C=CC2C2=C1C=NN2C)CN(C(=O)C=2C=NC(=CC2)N2CC(CC2)(F)F)C2=C(C=C(C=C2)F)S(=O)(=O)C N-({4-amino-1-methyl-1H-pyrazolo[4,3-c]quinolin-7-yl}methyl)-6-(3,3-difluoropyrrolidin-1-yl)-N-(4-fluoro-2-methanesulfonylphenyl)pyridine-3-carboxamide